3-((2-chloro-5-fluorobenzyl)oxy)azetidine 2,2,2-trifluoroacetate FC(C(=O)O)(F)F.ClC1=C(COC2CNC2)C=C(C=C1)F